1-(2-(benzyloxy)ethyl)-1H-pyrazole-3-sulfonamide C(C1=CC=CC=C1)OCCN1N=C(C=C1)S(=O)(=O)N